CC1=C(C(=CC(C1)=NC(C1=CC=CC=C1)=O)C#C)C dimethyl-5-benzoyliminophenylacetylene